C(C1=CC=CC=C1)OCCNCC(=O)C1=C(N(C(=C1)C)C1=CC=C(C#N)C=C1)C 4-(3-(2-((2-(Benzyloxy)ethyl)amino)acetyl)-2,5-dimethyl-1H-pyrrol-1-yl)benzonitrile